N-[6-(difluoromethyl)-2-pyridyl]-7-ethoxy-2-[[(3S)-tetrahydrofuran-3-yl]methyl]imidazo[1,2-a]pyridine-6-carboxamide FC(C1=CC=CC(=N1)NC(=O)C=1C(=CC=2N(C1)C=C(N2)C[C@@H]2COCC2)OCC)F